FC1=CC=C(C=C1)[C@@H]1[C@@H](C2=CC=C(C=C2CC1)O)C1=CC=C(OCCCCCC2=CC=C(C=N2)OC=2C=NN(C(C2)=O)N2C(CCCC2=O)=O)C=C1 (4-((6-(5-(4-((1R,2S)-2-(4-fluorophenyl)-6-hydroxy-1,2,3,4-tetrahydro-naphthalen-1-yl)phenoxy)pentyl)pyridin-3-yl)oxy)-6-oxopyridazin-1(6H)-yl)piperidine-2,6-dione